4-(5-{[(5-Chlorothiophen-2-yl)methyl](methyl)amino}-4-methoxy-1-(4-methylfuran-3-carbonyl)-1H-pyrazol-3-yl)-1-[2-(morpholin-4-yl)acetyl]-5-(trifluoromethyl)pyrrolidin-3-on ClC1=CC=C(S1)CN(C1=C(C(=NN1C(=O)C1=COC=C1C)C1C(CN(C1C(F)(F)F)C(CN1CCOCC1)=O)=O)OC)C